1-(5-(trifluoromethyl)pyrimidin-2-yl)piperidin FC(C=1C=NC(=NC1)N1CCCCC1)(F)F